2-(8-acetyl-6-methyl-2-morpholino-4-oxo-quinazolin-3-yl)acetonitrile C(C)(=O)C=1C=C(C=C2C(N(C(=NC12)N1CCOCC1)CC#N)=O)C